FC1(C(N(C2=C(N(C1)C(C)C)N=C(N=C2)NC2=CC(=C(C(=O)O)C=C2C)F)C)=O)F 4-((7,7-difluoro-9-isopropyl-5-methyl-6-oxo-6,7,8,9-tetrahydro-5H-pyrimido[4,5-b][1,4]diazepin-2-yl)amino)-2-fluoro-5-methylbenzoic acid